C(N)(=O)C1=NN(C=C1N1C(N=CC=C1)C1=CC(=NC=C1)NCC1CC1)C N-(3-carbamoyl-1-methyl-1H-pyrazol-4-yl)-2-(2-((cyclopropylmethyl)amino)pyridin-4-yl)pyrimidine